C(CCCCCCCCCCC)OC(=S)[S-].C(C)N1C=[N+](C=C1)C 1-ethyl-3-methylimidazolium dodecyl-xanthate